(S)-2-(3-chloropicolinamido)-4-((2-phenoxyethyl)(4-(5,6,7,8-tetrahydro-1,8-naphthyridin-2-yl)butyl)amino)butanoic acid ClC=1C(=NC=CC1)C(=O)N[C@H](C(=O)O)CCN(CCCCC1=NC=2NCCCC2C=C1)CCOC1=CC=CC=C1